tert-butyl N-[3-[2-(4-cyclopropyl-6-methoxy-pyrimidin-5-yl)-4-methylsulfanyl-pyrimidin-5-yl]propyl]carbamate C1(CC1)C1=NC=NC(=C1C1=NC=C(C(=N1)SC)CCCNC(OC(C)(C)C)=O)OC